6-(4-(Azetidin-1-yl)pyridin-2-yl)-2-(pyridin-2-yl)phthalazin N1(CCC1)C1=CC(=NC=C1)C=1C=C2C=NN(CC2=CC1)C1=NC=CC=C1